FC(F)(F)C=1C(=NNC1)C=1C(=NC=CC1)C(C)(C)C1=NC=CC=C1C1=NNC=C1C(F)(F)F.[Pt+2] platinum(II) {bis[(trifluoromethylpyrazolyl)pyridinyl]propane}